FC=1C=C(C=C2CC(CC12)C=O)C=1N=C(OC1C(=O)N)C (7-Fluoro-2-formyl-indan-5-yl)-2-methyl-oxazole-5-carboxamide